2,5-diiodopyridazine IN1NC=C(C=C1)I